C(C)(C)NC(O[C@H]1CO[C@H](C1)C1=CC(=NN1)NC=1C=2N(C=CN1)N=C(C2)COC)=O |o1:6,9| rel-(3R,5R)-5-(3-((2-(methoxymethyl)pyrazolo[1,5-a]pyrazin-4-yl)amino)-1H-pyrazol-5-yl)tetrahydrofuran-3-yl isopropylcarbamate